ClC1=CC=C(CS(=O)(=O)C2=NN=C(S2)NC(C2=C(C=CC=C2)C(F)(F)F)=O)C=C1 N-(5-((4-chlorobenzyl)sulfonyl)-1,3,4-thiadiazole-2-yl)-2-(trifluoromethyl)benzamide